Cl.ClC=1C=C(C=CC1Cl)C1CC2C(CNC2)C1 5-(3,4-dichlorophenyl)octahydrocyclopenta[c]pyrrole hydrochloride